(3-amino-5-(2-(oxetan-3-ylamino)pyridin-4-yl)-1H-indazol-7-yl)phenol NC1=NNC2=C(C=C(C=C12)C1=CC(=NC=C1)NC1COC1)C1=C(C=CC=C1)O